C(C1=CC=CC=C1)NS(=O)(=O)C1=CC(=CC=C1)NC1=NC=CC2=CC=C(C=C12)Cl N-benzyl-3-((7-chloroisoquinolin-1-yl)amino)benzenesulfonamide